N-(4-((6,7-dimethoxyquinolin-4-yl)oxy)phenyl)-1-methylcyclopropane-1-sulfonamide COC=1C=C2C(=CC=NC2=CC1OC)OC1=CC=C(C=C1)NS(=O)(=O)C1(CC1)C